COC1=C(C=C(C(=O)O)C=C1)S(NC1=C(C=CC(=C1)C(F)(F)F)C1=CC=CC=C1)(=O)=O 4-methoxy-3-(N-(4-(trifluoromethyl)-[1,1'-biphenyl]-2-yl)sulfamoyl)benzoic acid